FC1=CC(=C(C=2C=3N(CCOC21)C=NC3)F)C(=O)[O-].[Li+] Lithium 8,11-difluoro-5,6-dihydrobenzo[f]imidazo[1,5-d][1,4]oxazepine-10-carboxylate